Pyrimidinetrione C1C(=O)NC(=O)NC1=O